C1(CCCCC1)C1=C(C(=NC=C1)C1CCC(CC1)(F)F)NC(=O)C=1C=NC(=NC1)C(C)C N-(4-cyclohexyl-2-(4,4-difluorocyclohexyl)pyridin-3-yl)-2-isopropylpyrimidine-5-carboxamide